BrC=1C=C(C2=C(N(N=N2)[C@H](C)C2=C(C=C(C=C2)Cl)Cl)C1)OC (R)-6-Bromo-1-(1-(2,4-dichlorophenyl)ethyl)-4-methoxy-1H-benzo[d][1,2,3]triazole